Cobalt (II) neodecanoat C(CCCCCC(C)(C)C)(=O)[O-].[Co+2].C(CCCCCC(C)(C)C)(=O)[O-]